FC1=CC=C2C=C(NC2=C1)C(=O)N1[C@@H]([C@H]2C([C@H]2C1)(C)C)C(=O)N[C@H](C(=O)OC)C[C@H]1C(NCC1)=O (S)-methyl 2-((1R,2S,5S)-3-(6-fluoro-1H-indole-2-carbonyl)-6,6-dimethyl-3-azabicyclo[3.1.0]hexane-2-carboxamido)-3-((S)-2-oxopyrrolidin-3-yl)propanoate